methyl (S)-4,4,4-trifluoro-2-(1-(4-fluorophenyl)-8-methoxy-9-(2-methyl-2H-tetrazol-5-yl)-5,6-dihydropyrrolo[2,1-a]isoquinoline-3-carboxamido)-2-methylbutanoate FC(C[C@](C(=O)OC)(C)NC(=O)C1=CC(=C2N1CCC1=CC(=C(C=C21)C=2N=NN(N2)C)OC)C2=CC=C(C=C2)F)(F)F